bis(3,5-bis(trifluoromethyl)phenyl)(pentachlorophenyl)isopropoxy borate B(OOC(C(C1=CC(=CC(=C1)C(F)(F)F)C(F)(F)F)C1=CC(=CC(=C1)C(F)(F)F)C(F)(F)F)(C)C1=C(C(=C(C(=C1Cl)Cl)Cl)Cl)Cl)([O-])[O-]